r-toluene CC1=CC=CC=C1